trans-3-aminocyclobutanol N[C@@H]1C[C@H](C1)O